CC1(OC2=C(C1)C=CC=C2N(C([O-])=O)C)C 2,3-dihydro-2,2-dimethyl-7-benzofuranyl-methylcarbamate